NC=1C=C(C(=O)NC(C)(CC)C)C=C(C1)C1=CC=C(C=C1)Cl 3-amino-5-(4-chlorophenyl)-N-(2-methylbut-2-yl)-benzamide